N-(6-amino-5-methyl-3-pyridyl)-2-[(2R,5R)-5-methyl-2-(2-oxo-3,4-dihydro-1H-quinolin-6-yl)-1-piperidyl]-2-oxo-acetamide NC1=C(C=C(C=N1)NC(C(=O)N1[C@H](CC[C@H](C1)C)C=1C=C2CCC(NC2=CC1)=O)=O)C